IC1=CN(C=2C1=NC=C(C2)C=2C(=NOC2C)C)S(=O)(=O)C2=CC=C(C)C=C2 4-(3-iodo-1-tosyl-1H-pyrrolo[3,2-b]pyridin-6-yl)-3,5-dimethylisoxazol